4-(5-(trifluoromethyl)-1,2,4-oxadiazol-3-yl)aniline FC(C1=NC(=NO1)C1=CC=C(N)C=C1)(F)F